5,7-dichloro-3-((3aR,3bR,4aS,5R,5aS)-2,2-dimethylhexahydrocyclopropa[3,4]cyclopenta[1,2-d][1,3]dioxol-5-yl)-2-(triisopropylsilyl)-3H-imidazo[4,5-b]pyridin-6-ol ClC1=C(C(=C2C(=N1)N(C(=N2)[Si](C(C)C)(C(C)C)C(C)C)[C@@H]2[C@@H]1[C@H]([C@@H]3[C@H]2OC(O3)(C)C)C1)Cl)O